[N].COC(C(F)F)OC(=O)C1=NC=CC(=C1)C 2-(2-methoxy-1,1-difluoro-2-ethoxycarbonyl)-4-methylpyridine nitrogen